CN1N=CC=2C1=NC(=NC2NCC2=CC=C(C=C2)S(=O)(=O)N)C2=CC=NC=C2 4-(((1-Methyl-6-(pyridin-4-yl)-1H-pyrazolo[3,4-d]pyrimidin-4-yl)amino)methyl)-benzenesulfonamide